[Co].[Co].[Co].[Co].C(CN)N ethylenediamine tetracobalt